ClC1=NC=CC(=C1)C(O)C1=NN=CN1C (2-chloropyridin-4-yl)(4-methyl-4H-1,2,4-triazol-3-yl)methanol